COC1=C(CN2C(C[C@@]3(OCCC4=C3SC(=C4C=O)C(F)(F)F)CC2)C#C[Si](C)(C)C)C=CC(=C1)OC (S)-1-(2,4-dimethoxybenzyl)-2'-(trifluoromethyl)-2-((trimethylsilyl)ethynyl)-4',5'-dihydrospiro[piperidine-4,7'-thieno[2,3-c]pyran]-3'-carbaldehyde